FC1=C(C=CC(=C1)NC([C@@H]1N(CCC1)C(NC1=CC=C(C=C1)C(C)C)=O)=O)C1=CC=CC(=N1)C(=O)O 6-{2-fluoro-4-[(1-{[4-(propan-2-yl)phenyl]carbamoyl}-D-prolyl)amino]phenyl}pyridine-2-carboxylic acid